C(#N)C1=C(C=C(C(=C1)F)[N+](=O)[O-])C1(CC(=NO1)C(=O)OC)C=1C=NC=CC1 methyl 5-(2-cyano-4-fluoro-5-nitro-phenyl)-5-pyridin-3-yl-4,5-dihydro-isoxazole-3-carboxylate